C(C)C=1C=C(C=CC1)C(C(=O)O)N1C[C@@H](CC1)OCCCCC1=NC=2NCCCC2C=C1 2-(3-ethylphenyl)-2-((R)-3-(4-(5,6,7,8-tetrahydro-1,8-naphthyridin-2-yl)butoxy)pyrrolidin-1-yl)acetic acid